7a-(tert-butyl) 2-methyl (2S,3S,7aR)-3-(2-(benzyloxy)ethyl)tetrahydro-1H-pyrrolizine-2,7a(5H)-dicarboxylate C(C1=CC=CC=C1)OCC[C@H]1[C@H](C[C@]2(CCCN12)C(=O)OC(C)(C)C)C(=O)OC